NC=1C=C2CCC(N(C2=C(C1)F)CC1=CC=CC=C1)=O 6-amino-1-benzyl-8-fluoro-3,4-dihydroquinolin-2-one